ClC1=CC(=C(C=C1)[C@H]1OC2=C(C=CC=C2C(=C1)F)C1CCN(CC1)CC1=NC=2C(=NC(=CC2)C(=O)O)N1C[C@H]1OCC1)OC([2H])([2H])[2H] 2-((4-((S)-2-(4-chloro-2-(methoxy-d3)phenyl)-4-fluoro-2H-chromen-8-yl)piperidin-1-yl)methyl)-3-(((S)-oxetan-2-yl)methyl)-3H-imidazo[4,5-b]pyridine-5-carboxylic acid